ClC1=C(C=C(OCCCN2C(=CC(=C2)N(C=2C=C(C=CC2)C)CC2=CC=CC3=CC=CC=C23)C(=O)O)C=C1C)C 1-(3-(4-chloro-3,5-dimethylphenoxy)propyl)-4-((naphthalen-1-ylmethyl)(m-tolyl)amino)-1H-pyrrole-2-carboxylic acid